C12(CC3CC(CC(C1)C3)C2)CC(=O)NCCCCCCCCOC2=CC(=CC=C2)C2=NC=3N(C(=C2)N2CCN(CC2)CCO)N=C(C3C3=CC=CC=C3)C 2-(adamantan-1-yl)-N-(8-(3-(7-(4-(2-hydroxyethyl)piperazin-1-yl)-2-methyl-3-phenylpyrazolo[1,5-a]pyrimidin-5-yl)phenoxy)octyl)acetamide